(2R,3S,5R)-5-(6-amino-2-fluoro-9H-purin-9-yl)-2-ethynyl-2-(hydroxymethyl)tetrahydrofuran-3-yl diethylcarbamate C(C)N(C(O[C@@H]1[C@](O[C@H](C1)N1C2=NC(=NC(=C2N=C1)N)F)(CO)C#C)=O)CC